NC=1C=C(CNC(=N)N)C=CC1 1-(3-aminobenzyl)guanidine